7-bromo-1H,3H-imidazo[4,5-b]pyridin-2-one BrC1=C2C(=NC=C1)NC(N2)=O